9,10-dihydroxystearic acid phenyl-dimethyl-ammonium salt C1(=CC=CC=C1)[NH+](C)C.OC(CCCCCCCC(=O)[O-])C(CCCCCCCC)O